ClC=1C(=C2C(=NC1)NC(=N2)C2=CC=C(C=C2)N2CCN(CC2)CC=2N=CSC2)NC2CCN(CC2)CC 6-Chloro-N-(1-ethylpiperidin-4-yl)-2-{4-[4-(1,3-thiazol-4-ylmethyl)piperazin-1-yl]phenyl}-3H-imidazo[4,5-b]pyridin-7-amine